COC1=C(C=C2CCN(C3CC4=C(C1=C23)C=CC=C4)C(=O)C4=CC=C(C=C4)CCl)OC (4-chloromethylphenyl) (1,2-dimethoxy-4,5,6a,7-tetrahydro-6H-dibenzo[de,g]quinolin-6-yl) ketone